BrC1=NN(C(=C1)C(=O)O)C1=NC=CC=C1Cl 3-bromo-1-(3-chloro-2-pyridyl)-1H-pyrazole-5-formic acid